C(C)(C)(C)OC(=O)NC/C(/COC1=CC=C2CCN(C(C2=C1)=O)CC(=O)O)=C\F 2-[7-[(E)-2-[(t-butoxycarbonylamino)methyl]-3-fluoro-allyloxy]-1-oxo-3,4-dihydroisoquinolin-2-yl]acetic acid